CN(C/C=C/C(=O)N1C[C@@H](N(CC1)C=1C2=C(N(C(N1)=O)C=1C(=NC=CC1C)C(C)C)N=C(C(=C2)F)C2=C(C=CC=C2O)F)C)C (M)-4-((2S)-4-((2E)-4-(Dimethylamino)-2-butenoyl)-2-methyl-1-piperazinyl)-6-fluoro-7-(2-fluoro-6-hydroxyphenyl)-1-(4-methyl-2-(2-propanyl)-3-pyridinyl)pyrido[2,3-d]-pyrimidin-2(1H)-one